5-(aminomethyl)-2-(4-bromophenyl)-1,4-thiazepan-3-one NCC1NC(C(SCC1)C1=CC=C(C=C1)Br)=O